FC(=C)C(C(C(F)(F)F)(F)F)(F)F 2,3,3,4,4,5,5,5-octafluoro-1-pentene